(3r,5s)-5-(6-methoxybenzo[d]thiazol-2-yl)pyrrolidin-3-ol hydrochloride Cl.COC1=CC2=C(N=C(S2)[C@@H]2C[C@H](CN2)O)C=C1